ClC=1C=NN(C(C1Cl)=O)C(C(=O)O)F 2-(4,5-dichloro-6-oxopyridazin-1(6H)-yl)-2-fluoroacetic acid